B(O)(O)O.CC1=NNC=C1C 3,4-dimethyl-pyrazole borate